O(O)/C(=C/C\C=C/C\C=C/C\C=C/CCCC(=O)O)/CCCCC 15-hydroperoxy-5Z,8Z,11Z,13E-arachidonic acid